C1(=CC=CC=C1)C1=C(C(=NN=N1)C1=C2C(=C(C(=C1C(C)(C)C)C(C)(C)C)C1=CC=CC=C1)N=C1C=CC3=C4C=CC=CC4=NC3=C12)C1=C(C=CC=C1)C=1C(=CC=CC1)C1=CC=CC=C1 (phenyl)(terphenylyl)[(phenyl)di(tert-butyl)indolocarbazolyl]triazine